ClC=1C=C(C=2N(C1)C=C(N2)C=2OC(CN2)C(C)(C)O)C2=C(C=CC=C2)OCC(F)(F)F 2-[2-[6-chloro-8-[2-(2,2,2-trifluoroethoxy)phenyl]imidazo[1,2-a]pyridin-2-yl]-4,5-dihydrooxazol-5-yl]propan-2-ol